FC1=C(C(=O)OCC2=CC=CC=C2)C(=CC=N1)OC benzyl 2-fluoro-4-methoxynicotinate